1-(4-bromobenzyl)cyclohexane-1-carboxylic acid methyl ester COC(=O)C1(CCCCC1)CC1=CC=C(C=C1)Br